bis(4-methoxy-3,5-dimethylphenyl)dimethyliodonium COC1=C(C=C(C=C1C)C([I+]C)C1=CC(=C(C(=C1)C)OC)C)C